5-(5-fluoropyrimidin-2-yl)-1-methyl-1H-pyrrole-3-carboxylic acid FC=1C=NC(=NC1)C1=CC(=CN1C)C(=O)O